6-((3-cyanooxabutan-3-yl)methoxy)-4-(6-(6-((5-fluoro-6-methoxypyridin-3-yl)methyl)-3,6-diazabicyclo[3.1.1]heptan-3-yl)pyridin-3-yl)-6-hydroxypyrazolo[1,5-a]pyridin-3-carbonitrile C(#N)C(CO)(C)COC1(C=C(C=2N(C1)N=CC2C#N)C=2C=NC(=CC2)N2CC1N(C(C2)C1)CC=1C=NC(=C(C1)F)OC)O